dipentaerythritol tris(3-mercaptobutyrate) SC(CC(=O)OCC(COC(CC(C)S)=O)(COCC(COC(CC(C)S)=O)(CO)CO)CO)C